4-amino-2-butoxy-8-(4-pyrrolidin-1-ylmethyl-benzyl)-7,8-dihydro-5H-acridine NC1=CC(=CC2=CC=3C(CCCC3N=C12)CC1=CC=C(C=C1)CN1CCCC1)OCCCC